8-Amino-3-(5-(3-amino-1,1,1-trifluoro-2-hydroxy-3-oxopropan-2-yl)-2-methylphenyl)-N-(2-hydroxy-2-methylpropyl)imidazo[1,2-a]pyrazine-6-carboxamide NC=1C=2N(C=C(N1)C(=O)NCC(C)(C)O)C(=CN2)C2=C(C=CC(=C2)C(C(F)(F)F)(C(=O)N)O)C